ClC=1C(=C(C(=CC1)OC)C1=CC(=NC=C1C(=O)NC=1SC=2N=C(N=CC2N1)OCCOCC)C)F 4-(3-Chloro-2-fluoro-6-methoxyphenyl)-N-(5-(2-ethoxyethoxy)thiazolo[5,4-d]pyrimidin-2-yl)-6-methylnicotinamide